FC1=CC=C(CN2N=CC3=NC=C(C=C32)C=3C(=NOC3C)C)C=C1 4-(1-(4-fluorobenzyl)-1H-pyrazolo[4,3-b]pyridin-6-yl)-3,5-dimethylisoxazole